C(C)OC(C(C(O)(C(=O)OCC)CC(=O)OCC)C(C)=O)=O Acetylcitric acid triethyl ester